4-(methylthio)quinazoline Copper indium-gallium-selenium [Se].[Ga].[In].[Cu].CSC1=NC=NC2=CC=CC=C12